COC1=CC=C(OC=2C(C3=CC=CC=C3C(C2)=O)=O)C=C1 2-(4-methoxyphenoxy)naphthalene-1,4-dione